[Si](C1=CC=CC=C1)(C1=CC=CC=C1)(C(C)(C)C)OCCCC(=O)NC1=C(C=CC(=C1)[N+](=O)[O-])N1CCN(CC1)CCOC 4-[(tert-butyldiphenylsilyl)oxy]-N-{2-[4-(2-methoxyethyl)piperazin-1-yl]-5-nitrophenyl}butanamide